ClC1=C2C(=C(N=N1)Cl)OC=C2 4,7-dichloro-furo[2,3-d]pyridazine